ClC1=CC=C(C=C1)C=1C2=C(N(N1)C1=CC=CC=C1)OC=C[C@@]21C(N(C2=CC=CC=C21)C)=O (S)-3'-(4-chlorophenyl)-1-methyl-1'-phenyl-1'H-spiro[indoline-3,4'-pyrano[2,3-c]pyrazol]-2-one